OS(=O)(=O)C(F)(F)F.C(C1=CC=CC=C1)N1NN(C=C1)C 1-benzyl-3-methyl-1,2,3-triazole triflate